ClC1=NC=C(C(=C1)C1=C(C=NC(=C1)C)C(=O)NC=1SC2=C(N1)CN(C2)C(=O)C2=NN(C=N2)C(C)C)OC 2'-chloro-5'-methoxy-6-methyl-N-{5-[1-(propan-2-yl)-1H-1,2,4-triazole-3-carbonyl]-4H,5H,6H-pyrrolo[3,4-d][1,3]thiazol-2-yl}-[4,4'-bipyridine]-3-carboxamide